CC=1C=NC=C2C(=CNC12)C=O 7-METHYL-5-AZAINDOLE-3-CARBOXALDEHYDE